ClC1=CC(=C(C=C1S)OC(=O)N(C)C)F 4-chloro-2-fluoro-5-mercaptophenyl-N,N-dimethylaminocarboxylic acid